gamma-glutamyl-S-propionyl-cysteine N[C@@H](CCC(=O)N[C@@H](CSC(CC)=O)C(=O)O)C(=O)O